OC1=CC=C(C=C1)C1=CC(=C2C=NNC2=C1)OC[C@@H]1CN(CC1)C(C=C)=O (S)-1-(3-(((6-(4-hydroxyphenyl)-1H-indazol-4-yl)oxy)methyl)pyrrolidin-1-yl)prop-2-en-1-one